2-(3-(4-(1-methyl-1H-indol-3-yl)-2,5-dioxo-2,5-dihydrofuran-3-yl)-1H-indol-1-yl)acetic acid CN1C=C(C2=CC=CC=C12)C1=C(C(OC1=O)=O)C1=CN(C2=CC=CC=C12)CC(=O)O